(3r)-5'-cis-β,γ-caroten CC1(C)CCCC(C)=C1\C=C\C(\C)=C\C=C\C(\C)=C\C=C\C=C(/C)\C=C\C=C(/C)\C=C\C1C(=C)CCCC1(C)C